(5-methyl-2-oxo-1,3-dioxol-4-yl)methyl 3-(2-((1S,2S,5R)-1-hydroxy-2-isopropyl-5-methylcyclohexane-1-carboxamido)ethyl)benzoate O[C@@]1([C@@H](CC[C@H](C1)C)C(C)C)C(=O)NCCC=1C=C(C(=O)OCC=2OC(OC2C)=O)C=CC1